NC/C(/COC1=CC=C(C=C1)S(=O)(=O)CC(C(=O)N(C)C(C)C)(C)C)=C\F (E)-3-((4-((2-(aminomethyl)-3-fluoroallyl)oxy)phenyl)sulfonyl)-N-isopropyl-N,2,2-trimethylpropanamide